1-Ethyl-5-hydroxy-6,10-dioxo-1,2,3,4,6,9,9a,10-octahydro-1,4a,8a-triaza-anthracene-7-carboxylic acid 4-fluoro-benzylamide FC1=CC=C(CNC(=O)C=2C(C(=C3C(N4CCCN(C4CN3C2)CC)=O)O)=O)C=C1